2-(6,7-dihydro-5H-pyrrolo[1,2-c]imidazol-1-yl)-2-[6-[4-(1-ethyl-4-piperidinyl)phenyl]-1-oxo-4-(trifluoromethyl)isoindolin-2-yl]-N-thiazol-2-yl-acetamide C1(=C2N(C=N1)CCC2)C(C(=O)NC=2SC=CN2)N2C(C1=CC(=CC(=C1C2)C(F)(F)F)C2=CC=C(C=C2)C2CCN(CC2)CC)=O